C1=C(C=CC2=CC=CC=C12)[C@H](C)N (S)-1-(naphthalen-2-yl)ethane-1-amine